2-(4,5-dichloro-6-oxo-pyridazin-1-yl)-3-methoxy-N-[4-methyl-3-[(4-methyl-1,4-diazepan-1-yl)sulfonyl]phenyl]propanamide ClC=1C=NN(C(C1Cl)=O)C(C(=O)NC1=CC(=C(C=C1)C)S(=O)(=O)N1CCN(CCC1)C)COC